Cl.FC1(CC(C1)NC)F 3,3-difluorocyclobutyl-methylamine hydrochloride